NC=1C=2N(C3=CC(=C(C=C3N1)F)C(=O)N(CC1=C(C=C(C=C1)C1=CC=NN1C)F)C13CC(C1)C3)C=NC2 4-amino-N-(bicyclo[1.1.1]pentan-1-yl)-7-fluoro-N-(2-fluoro-4-(1-methyl-1H-pyrazol-5-yl)benzyl)imidazo[1,5-a]quinoxaline-8-carboxamide